C(=O)O.ClC1=C(C(=O)N2CCC(CC2)C(=O)NC2CCNCC2)C=CC(=C1)NC(=O)C=1N(C(=CN1)C1=C(C(=C(C=C1)OC)F)F)C 1-[2-chloro-4-[[5-(2,3-difluoro-4-methoxy-phenyl)-1-methyl-imidazole-2-carbonyl]amino]benzoyl]-N-(4-piperidyl)piperidine-4-carboxamide formate